N(=C=O)CCOC(=O)C1C2C=CC(C1C(=O)OCCN=C=O)C2 di-(2-isocyanatoethyl)-bicyclo[2.2.1]hept-5-ene-2,3-dicarboxylate